1-(3-amino-6-{3-cyano-4-[(3S)-3,4-dimethylpiperazin-1-yl]phenyl}pyrazin-2-yl)pyrazole-4-carboxamide NC=1C(=NC(=CN1)C1=CC(=C(C=C1)N1C[C@@H](N(CC1)C)C)C#N)N1N=CC(=C1)C(=O)N